C(C)NC(=O)C=1C=NN(C1C(F)(F)F)C1=CC=C(C=C1)NC(C(=C(Cl)Cl)Cl)=O N-ethyl-1-(4-(2,3,3-trichloroacrylamido)phenyl)-5-(trifluoromethyl)-1H-pyrazole-4-carboxamide